CN1CCN(CC1)C1=CC=C(C=C1)NC=1N=CC2=C(N1)N=C(C=C2C#C[Si](C(C)C)(C(C)C)C(C)C)NC(=O)NCC2COCC2 1-(2-{[4-(4-methylpiperazin-1-yl)phenyl]amino}-5-[2-(triisopropylsilyl)ethynyl]pyrido[2,3-d]pyrimidin-7-yl)-3-(oxolan-3-ylmethyl)urea